N,N-dimethyl-3-[2-[2-(4-pyridyl)ethyl-amino]imidazo[2,1-b][1,3,4]thiadiazol-5-yl]benzamide CN(C(C1=CC(=CC=C1)C1=CN=C2SC(=NN21)NCCC2=CC=NC=C2)=O)C